C(C)(C)C1CCC(CC1)NC(C1=CC(=CC(=C1)NC(=O)C1CCC(CC1)C(C)C)NC(=O)C1CCC(CC1)C(C)C)=O N-(4-isopropylcyclohexyl)-3,5-bis-[4-isopropylcyclohexylcarbonylamino]-benzamide